Cl.ClC=1C=C(C=CC1C(NC1C2CN(CC12)C([C@H]1NC[C@@H](C1)O)=O)=O)NC(=O)C=1N(C(=CN1)C1=C(C(=C(C=C1)OC)F)F)C N-[3-chloro-4-[[(exo)-3-[(2S,4R)-4-hydroxyprolyl]-3-azabicyclo[3.1.0]hexan-6-yl]carbamoyl]phenyl]-5-(2,3-difluoro-4-methoxy-phenyl)-1-methyl-imidazole-2-carboxamide hydrochloride